(R)-1-(4-(2-(4-((R)-2-acetoxy-3-(ethylsulfonyl)propoxy)phenyl)propan-2-yl)-2,6-dichlorophenoxy)-3-chloropropan-2-yl acetate C(C)(=O)O[C@H](COC1=C(C=C(C=C1Cl)C(C)(C)C1=CC=C(C=C1)OC[C@H](CS(=O)(=O)CC)OC(C)=O)Cl)CCl